C1(CC1)[C@@H](NC(=O)[C@@H]1N([C@@H]2C[C@@H]2C1)C(=O)C1=NC=CC(=C1)CC)C1=C(C=C(C(=C1)F)C(F)(F)F)F (1R,3R,5R)-N-((R)-cyclopropyl(2,5-difluoro-4-(trifluoromethyl)phenyl)methyl)-2-((4-ethyl-2-pyridinyl)carbonyl)-2-azabicyclo[3.1.0]hexane-3-carboxamide